NC1=NN=C(S1)C=1C(=CSC1C)C#N 4-(5-amino-1,3,4-thiadiazol-2-yl)-5-methylthiophene-3-carbonitrile